FC=1C=C(C=NC1)C1CC2(CN(C2)C(=O)N2CC3(C2)CC(C3)CC=3C=NC(=CC3)C(F)(F)F)C1 [6-(5-fluoro-3-pyridinyl)-2-azaspiro[3.3]heptan-2-yl]-[6-[[6-(trifluoromethyl)-3-pyridinyl]methyl]-2-azaspiro[3.3]heptan-2-yl]methanone